tert-butyl-2-(4-aminophenyl)-2,3,4,4a,5,6,7,7a-octahydro-1H-cyclopenta[b]pyridine-3-carboxylate C(C)(C)(C)OC(=O)C1CC2C(NC1C1=CC=C(C=C1)N)CCC2